CNCCN1CCC(CC1)C=1C=C2C(=C(NC2=CC1)C=1C=NC2=CC=CC=C2C1)C n-methyl-2-(4-(3-methyl-2-(quinolin-3-yl)-1H-indol-5-yl)piperidin-1-yl)ethan-1-amine